N-(2-(1H-indol-3-yl)ethyl)-5-fluoro-4-methyl-2-((3,4,5-trimethoxyphenyl)amino)benzamide N1C=C(C2=CC=CC=C12)CCNC(C1=C(C=C(C(=C1)F)C)NC1=CC(=C(C(=C1)OC)OC)OC)=O